1-[(2-{6,6-Difluoro-3-azabicyclo[3.1.0]hex-3-yl}-4-methylpyrimidin-5-yl)methyl]-1H-pyrazole-4-carboxylic acid, lithium salt [Li+].FC1(C2CN(CC12)C1=NC=C(C(=N1)C)CN1N=CC(=C1)C(=O)[O-])F